[O-2].[Sc+3].[Nd+3].[O-2].[O-2] Neodymium scandium oxide